15,18-Dihydroxydocosanoic acid OC(CCCCCCCCCCCCCC(=O)O)CCC(CCCC)O